(S)-8-((3S,5R)-4-acryloyl-3,5-dimethylpiperazin-1-yl)-11-(4,4-difluorocyclohexyl)-3-(pyridin-2-yl)-10-(trifluoromethyl)-3,4-dihydro-2H,6H-[1,4]thiazepino[2,3,4-ij]quinazolin-6-one C(C=C)(=O)N1[C@H](CN(C[C@H]1C)C1=NC(N2C3=C(C(=C(C=C13)C(F)(F)F)C1CCC(CC1)(F)F)SC[C@@H](C2)C2=NC=CC=C2)=O)C